COC(=O)C1=NC=CC(=C1)CC 4-ethyl-pyridine-2-carboxylic acid methyl ester